CC(C(CC)C)OS(=O)(=O)C1=NC=CN1C 1,2-dimethylbutyl-3-methylimidazolesulfonate